C1(=CC=C(C=C1)CC=1C(=C(SC1Cl)Cl)C(=O)NC1CC2(CCC2)C1)C1=CC=CC=C1 6-(4-([1,1'-biphenyl]-4-ylmethyl)-2,5-dichlorothiophene-3-carboxamido)spiro[3.3]heptane